1-(5-bromo-3-nitropyridin-2-yl)piperidin-4-ol BrC=1C=C(C(=NC1)N1CCC(CC1)O)[N+](=O)[O-]